2-((4-(methylsulfonyl)phenyl)sulfonamido)-4-(trifluoromethyl)benzamide CS(=O)(=O)C1=CC=C(C=C1)S(=O)(=O)NC1=C(C(=O)N)C=CC(=C1)C(F)(F)F